(+/-)-N-{4-[(3-chloro-1-{[2-(trimethylsilyl)ethoxy]methyl}-1H-pyrrolo[2,3-b]pyridin-4-yl)oxy]-3,5-difluorophenyl}-N'-(1-hydroxy-4-methylpentan-3-yl)thiourea ClC1=CN(C2=NC=CC(=C21)OC2=C(C=C(C=C2F)NC(=S)N[C@H](CCO)C(C)C)F)COCC[Si](C)(C)C |r|